[6-(7-methoxy-imidazo[1,2-a]pyridin-3-yl)-pyrimidin-4-yl]-(4-oxazol-4-yl-benzyl)-amine COC1=CC=2N(C=C1)C(=CN2)C2=CC(=NC=N2)NCC2=CC=C(C=C2)C=2N=COC2